C(C(=C)C)(=O)OCCCCN=C=O 2-(2-methacryloxyethyl)ethyl isocyanate